2-hydroxy-3-iodo-4-methoxy-5-nitrobenzaldehyde OC1=C(C=O)C=C(C(=C1I)OC)[N+](=O)[O-]